(4-acetyl-2-bromophenyl)-2,2-difluoroacetic acid ethyl ester C(C)OC(C(F)(F)C1=C(C=C(C=C1)C(C)=O)Br)=O